NC=1NC(C=2N(C(N(C2N1)[C@@H]1O[C@@H](C[C@H]1O)C(C)(C)O)=O)CC#C)=O 2-amino-9-((2r,3r,5s)-3-hydroxy-5-(2-hydroxyprop-2-yl)tetrahydrofuran-2-yl)-7-(prop-2-yn-1-yl)-7,9-dihydro-1H-purine-6,8-dione